(1S,2R)-N-(4-Chloro-2-fluorobenzyl)-N-((1R*,3S*)-3-cyanocyclopentyl)-2-tosylcyclopentane-1-carboxamide ClC1=CC(=C(CN(C(=O)[C@H]2[C@@H](CCC2)S(=O)(=O)C2=CC=C(C)C=C2)[C@H]2C[C@H](CC2)C#N)C=C1)F |o1:24,26|